BrC1=CC(=C(C=C1)NN1C(C2=CN(C(C=C2CC1)=O)C)=O)Cl ((4-bromo-2-chlorophenyl)amino)-7-methyl-3,4-dihydro-2,7-naphthyridine-1,6(2H,7H)-dione